FC1([C@H](C[C@H](CC1)NC(=S)NC(OC(C)(C)C)=O)C)F tert-Butyl N-{[(1S,3S)-4,4-difluoro-3-methylcyclohexyl]carbamothioyl}carbamate